3-(8-methyl-4-oxo-4,5-dihydro-3H-pyrimido[5,4-b]indol-3-yl)-N-(3-sulfonylaminobenzyl)propanamide CC1=CC=2C3=C(NC2C=C1)C(N(C=N3)CCC(=O)NCC3=CC(=CC=C3)N=S(=O)=O)=O